C(#N)C1=C(SC2=C1C(=NC=C2F)C=2C1=C(C=3C=NC(=NC3C2F)OCC2(CC2)CN2CC(C2)F)COC1)NC(OC(C)(C)C)=O tert-Butyl (3-cyano-7-fluoro-4-(5-fluoro-3-((1-((3-fluoroazetidin-1-yl)methyl)cyclopropyl)meth-oxy)-7,9-dihydrofuro[3,4-f]quinazolin-6-yl)thieno[3,2-c]pyridin-2-yl)carbamate